N-((5-(2-methoxypyridin-4-yl)-2,3-dihydro-1H-inden-4-yl)carbamoyl)-5',7'-dihydrospiro[cyclopropane-1,6'-pyrazolo[5,1-b][1,3]oxazine]-3'-sulfonamide COC1=NC=CC(=C1)C=1C(=C2CCCC2=CC1)NC(=O)NS(=O)(=O)C=1C=NN2C1OCC1(C2)CC1